C(C1=CC=CC=C1)SC=1C(=NC=C(C1)Cl)OC(C)C 3-(benzylsulfanyl)-5-chloro-2-isopropoxypyridine